Succinimidylsuberat C1(CCC(N1C(C(=O)[O-])CCCCCC(=O)[O-])=O)=O